COC1=C(C=C(CCNC(=O)C2=CC=CC=N2)C=C1[N+](=O)[O-])C1=NN(C=C1)C 6-((4-methoxy-3-(1-methyl-1H-pyrazol-3-yl)-5-nitrophenethyl)carbamoyl)pyridine